CN(C(CCCC)CCCCCCC\C=C/C\C=C/CCCCC)C (13Z,16Z)-N,N-Dimethyldocos-13,16-dien-5-amine